3-bromo-2-ethylbenzo[b]thiophene BrC=1C2=C(SC1CC)C=CC=C2